methyl 3,3,3-trifluoropropionate FC(CC(=O)OC)(F)F